OC12CC3CC(CC(C1)C3)(C2)OC(C=C)=O acrylic acid-5-hydroxy-1-adamantyl ester